CC1=NN(C=C1B1OC(C(O1)(C)C)(C)C)C1OCCCC1 3-methyl-1-tetrahydropyran-2-yl-4-(4,4,5,5-tetramethyl-1,3,2-dioxaborolan-2-yl)pyrazole